N1=CC(=C2N1C=CC=C2)C=O (pyrazolo[1,5-a]pyridin-3-yl)methanone